BrC1=CC(=C(CN2N=CC=C2)C=C1)OC(F)(F)F 1-(4-bromo-2-(trifluoromethoxy)benzyl)-1H-pyrazole